1,2-dihydro-3H-spiro[isoquinoline-4,4-piperidin]-3-one N1CCC2(CC1)C(NCC1=CC=CC=C12)=O